methyl 4-(5-methoxy-3-methyl-pyrazol-1-yl)benzoate COC1=CC(=NN1C1=CC=C(C(=O)OC)C=C1)C